S(N)(=O)(=O)F sulfamoylfluoride